5,6-dichloro-2-(3,4,5-trifluorophenyl)-1H-benzo[d]imidazole-4,7-dione ClC=1C(C2=C(NC(=N2)C2=CC(=C(C(=C2)F)F)F)C(C1Cl)=O)=O